ClC1=C(N=C2C=C(C(=NC2=C1Cl)C=1C=CC(=NC1)P1(CCCC1)=O)F)C [5-(7,8-dichloro-3-fluoro-6-methyl-1,5-naphthyridin-2-yl)pyridin-2-yl]-1lambda5-phospholan-1-one